C(=O)(OC1CCC(CC1)C(C)(C)C)OOC(=O)OC1CCC(CC1)C(C)(C)C bis(4-t-butylcyclohexyl) peroxydicarbonate